2,6-dichloro-4-heptyloxy-benzoic acid ClC1=C(C(=O)O)C(=CC(=C1)OCCCCCCC)Cl